C(C(=O)O)(=O)O.CN1CCC(CC1)NC(=O)N1CCN(C2=CC=CC=C12)C1=NC=CN=C1 N-(1-Methylpiperidin-4-yl)-4-(pyrazin-2-yl)-3,4-dihydroquinoxaline-1(2H)-carboxamide oxalate